Br[C@H](C(=O)O)F.C1(=CC=CC=C1)[C@H](C)N (S)-1-phenylethanamine (R)-2-bromo-2-fluoroacetate